methyl 2,2-dimethyl-3-[(1Z)-3,3,3-trifluoro-1-propen-1-yl]cyclopropanecarboxylate CC1(C(C1\C=C/C(F)(F)F)C(=O)OC)C